FC(C(=O)O)(OC=1C(=C2C(N(C(C2=C(C1F)F)=O)C1(C(N(C(C(C1(F)F)(F)F)=O)F)=O)F)=O)F)C1=C(C(=C(C(=C1F)F)F)F)F.ClC=1C(=C(CNC2CC2)C(=CC1O)OC)F 1-((3-chloro-2-fluoro-4-hydroxy-6-methoxybenzyl)amino)cyclopropane perfluorophenyl-2-((2-(2,6-dioxopiperidin-3-yl)-1,3-dioxoisoindolin-5-yl)oxy)acetate